3-(10-((Methylthio)methyl)-2,4-dioxo-1,2,3,4-tetrahydro-5H-naphtho[1,2-b][1,4]diazepin-5-yl)benzonitrile CSCC1=CC=C2C=CC3=C(NC(CC(N3C=3C=C(C#N)C=CC3)=O)=O)C2=C1